chloro(dodecyl)dimethylchlorosilane ClC[Si](Cl)(C)CCCCCCCCCCCC